COC(=O)[C@H]1NC[C@@H](CC1)NOCC1=CC=CC=C1 (2s,5r)-5-(N-benzyloxyamino)-piperidine-2-carboxylic acid methyl ester